6-(4-ethoxyphenyl)-N-((2-fluoro-5-isopropoxybenzyl)oxy)pyrazine-2-carboxamide C(C)OC1=CC=C(C=C1)C1=CN=CC(=N1)C(=O)NOCC1=C(C=CC(=C1)OC(C)C)F